1-(3-acetylphenyl)-3-(3-(2-methoxyethyl)-2-(morpholine-4-carbonyl)-4-oxo-3,4-dihydroquinazolin-6-yl)urea C(C)(=O)C=1C=C(C=CC1)NC(=O)NC=1C=C2C(N(C(=NC2=CC1)C(=O)N1CCOCC1)CCOC)=O